(3aR,6aR)-5-cyano-N-(4-(trifluoromethyl)phenyl)hexahydropyrrolo[3,4-b]pyrrole-1(2H)-carboxamide C(#N)N1C[C@@H]2N(CC[C@@H]2C1)C(=O)NC1=CC=C(C=C1)C(F)(F)F